N-([1,1'-biphenyl]-4-yl)-N-(4-(6-([1,1'-biphenyl]-4-yl(9,9-dimethyl-9H-fluorene-2-yl)amino)-1,3,3-trimethyl-2,3-dihydro-1H-indene-1-yl)phenyl)-9,9-dimethyl-9H-fluorene-2-amine C1(=CC=C(C=C1)N(C1=CC=2C(C3=CC=CC=C3C2C=C1)(C)C)C1=CC=C(C=C1)C1(CC(C2=CC=C(C=C12)N(C1=CC=2C(C3=CC=CC=C3C2C=C1)(C)C)C1=CC=C(C=C1)C1=CC=CC=C1)(C)C)C)C1=CC=CC=C1